isopropyl-4-(piperidin-3-ylmethoxy)benzamide C(C)(C)C1=C(C(=O)N)C=CC(=C1)OCC1CNCCC1